ClC1=C(OC=2C=CC(=C(C(=O)O)C2)[N+](=O)[O-])C=CC(=C1)C(F)(F)F 5-[2-Chloro-4-(trifluoromethyl)phenoxy]-2-nitrobenzoic acid